ClC=1C=C(NC2(CCC3(N(CC4=CC(=CC=C34)F)C[C@H](CO)C)CC2)C(=O)O)C=CC1F 4-(3-chloro-4-fluoroanilino)-5'-fluoro-2'-[(2R)-3-hydroxy-2-methylpropyl]-2',3'-dihydro-spiro[cyclohexane-1,1'-isoindole]-4-carboxylic acid